FC1(CCC(CC1)C=1N=C(N2C1C=CC=C2)CNC(C=C)=O)F N-((1-(4,4-difluorocyclohexyl)imidazo[1,5-a]pyridin-3-yl)methyl)acrylamide